C(#N)COC1=CC(=C(C=C1F)NS(=O)(=O)C1=CNC2=CC(=CC=C12)C(F)F)F N-[4-(cyanomethoxy)-2,5-difluorophenyl]-6-(difluoromethyl)-1H-indole-3-sulfonamide